C[C@H]1NCCC[C@H]1O (2r,3r)-2-methylpiperidin-3-ol